13-Hydroxy-docos-15-enoic acid OC(CCCCCCCCCCCC(=O)O)CC=CCCCCCC